BrC=1N(CC2=CC=CC(=C2C1)F)C=O 3-bromo-5-fluoroisoquinoline-2(1H)-carbaldehyde